C(CCC)C1=CC=C(C=C1)P(C1=CC=C(C=C1)CCCC)C1=CC=C(C=C1)CCCC tri(4-butyl-phenyl)phosphine